5-(8-(7-Isopropyl-1,3-dimethyl-2-oxo-2,3-dihydro-1H-benzo[d]imidazol-5-yl)isoquinolin-3-yl)-3-methylpicolinic acid C(C)(C)C1=CC(=CC2=C1N(C(N2C)=O)C)C=2C=CC=C1C=C(N=CC21)C=2C=C(C(=NC2)C(=O)O)C